Cl.FC=1C=C(C=C(C1)F)[C@H]1N(OCC1)C(=O)C1CCNCC1 (S)-(3-(3,5-Difluorophenyl)isoxazolidin-2-yl)(piperidin-4-yl)methanone HCl salt